triglycidyl-glycerol C(C1CO1)C(C(O)(CC1CO1)CC1CO1)(O)CO